C(#N)C(C)(C)C1=NN=C(O1)C1=CC2=C(C(C[C@H](C(N2CC2=CC=C(C=C2)C2=NC=C(C=C2)C(F)F)=O)NC(OC(C)(C)C)=O)(F)F)C=C1F tert-butyl N-[(3R)-8-[5-(1-cyano-1-methyl-ethyl)-1,3,4-oxadiazol-2-yl]-1-[[4-[5-(difluoromethyl)-2-pyridyl]phenyl]methyl]-5,5,7-trifluoro-2-oxo-3,4-dihydro-1-benzazepin-3-yl]carbamate